O[C@@](C(=O)N)(CCC1=C(OC(=C(O1)C)C)C)C (R)-2-hydroxy-2-methyl-4-(2,4,5-trimethyl-3,6-dioxacyclohexa-1,4-dienyl)butanamide